ClC=1C(=NC(=C(C1)F)C1=CC=C(C=2OC(OC21)(F)F)F)C(=O)OC Methyl 3-chloro-5-fluoro-6-(2,2,7-trifluorobenzo[d][1,3]dioxol-4-yl)picolinate